2-(5-(pyrrolidin-1-yl)pyridin-2-yl)-6,7-dihydrothiazolo[5,4-c]pyridin-4(5H)-one N1(CCCC1)C=1C=CC(=NC1)C=1SC=2C(NCCC2N1)=O